BrC=1C=C(C2=C(N(C(=N2)C)CC(C)NC(OC(C)(C)C)=O)C1)F Tert-Butyl [1-(6-bromo-4-fluoro-2-methyl-1H-benzimidazol-1-yl)propan-2-yl]carbamate